7-(4-{4-amino-3-[4-(difluoromethanesulfonamido)-3-[(1S)-1-(4-fluorophenyl) ethoxy]phenyl]-1-methyl-1H-pyrazolo[4,3-c]pyridin-7-yl}-1H-pyrazol-1-yl)heptyl methanesulfonate CS(=O)(=O)OCCCCCCCN1N=CC(=C1)C=1C2=C(C(=NC1)N)C(=NN2C)C2=CC(=C(C=C2)NS(=O)(=O)C(F)F)O[C@@H](C)C2=CC=C(C=C2)F